ClC1=C(C=CC=C1)C1=CC=C(C=C1)SC1=C(N=NN1)C(=O)O 5-((2'-chloro-[1,1'-biphenyl]-4-yl)thio)-1H-1,2,3-triazole-4-carboxylic acid